FCCOCCOCCOC1=CC=C(C=C1)S(=O)(=O)C=C 1-(2-(2-(2-fluoroethoxy)ethoxy)ethoxy)-4-(vinylsulfonyl)benzene